(S)-1-(4-(2-bromophenyl)-1-((2-(trimethylsilyl)ethoxy)methyl)-1H-imidazol-2-yl)but-3-ylcarbamic acid tert-butyl ester C(C)(C)(C)OC(N[C@H](CCC=1N(C=C(N1)C1=C(C=CC=C1)Br)COCC[Si](C)(C)C)C)=O